tellurium selenium molybdenum sulfide [Mo]=S.[Se].[Te]